ortho-dicarboxybenzene pent-2-ynethioate C(C#CCC)(O)=S.C(=O)(O)C1=C(C=CC=C1)C(=O)O